2-chloro-3-(3-cyano-1H-pyrazol-4-yl)benzoic acid ClC1=C(C(=O)O)C=CC=C1C=1C(=NNC1)C#N